Cl.ClC=1C=C(C=CC1S(=O)(=O)N1CCNCC1)NC(=O)C=1N(C(=CN1)C=1C(=NN(C1)CC(F)F)C(F)(F)F)C N-(3-chloro-4-(piperazin-1-ylsulfonyl)phenyl)-5-(1-(2,2-difluoroethyl)-3-(trifluoromethyl)-1H-pyrazol-4-yl)-1-methyl-1H-imidazole-2-carboxamide hydrochloride